4-(((4-(acryloxyoxy)butoxy)carbonyl)oxy)benzoic acid C(C=C)(=O)OOCCCCOC(=O)OC1=CC=C(C(=O)O)C=C1